5-chloro-4-(4,7-dihydrothieno[2,3-c]pyridin-6(5H)-yl)-N-(2-methoxy-4-(4-methylpiperazin-1-yl)-5-nitrophenyl)pyrimidin-2-amine ClC=1C(=NC(=NC1)NC1=C(C=C(C(=C1)[N+](=O)[O-])N1CCN(CC1)C)OC)N1CC2=C(CC1)C=CS2